4-(2-hydroxyethanesulfonylamino)-2-(6-azaspiro[2.5]octan-6-yl)-N-(benzo[4,5]imidazo[1,2-a]piperidin-6-yl)benzamide OCCS(=O)(=O)NC1=CC(=C(C(=O)NC2=CC=CC3=C2N=C2N3CCCC2)C=C1)N1CCC2(CC2)CC1